2-[1-[2-[3-(2-Fluorophenyl)-3-methyl-azetidin-1-yl]-6-methyl-4-oxo-chromen-8-yl]ethylamino]benzoic acid FC1=C(C=CC=C1)C1(CN(C1)C=1OC2=C(C=C(C=C2C(C1)=O)C)C(C)NC1=C(C(=O)O)C=CC=C1)C